C(C)(C)(C)C=1C=C(C=C(C1O)C(C)(C)C)CCC(=O)NNC(CCC1=CC(=C(C(=C1)C(C)(C)C)O)C(C)(C)C)=O N,N'-bis[beta-(3,5-di-tertiary-butyl-4-hydroxyphenyl)propionyl]hydrazine